NC1=NC=NN2C1=C(C=C2C=2C=NC(=C(C(=O)N[C@@H]1CN(C[C@@H]1F)C(=O)OC(C)(C)C)C2)OC)C(F)(F)F tert-butyl (3R,4S)-3-(5-(4-amino-5-(trifluoromethyl)pyrrolo[2,1-f][1,2,4]triazin-7-yl)-2-methoxynicotinamido)-4-fluoropyrrolidine-1-carboxylate